[4-[4-amino-2-(N-(2-amino-1-methyl-2-oxo-ethyl)-4-fluoro-anilino)thiazole-5-carbonyl]phenoxy]-2-methyl-propionic acid ethyl ester C(C)OC(C(C)(C)OC1=CC=C(C=C1)C(=O)C1=C(N=C(S1)N(C1=CC=C(C=C1)F)C(C(=O)N)C)N)=O